3-methyl-1-(tetrahydro-2H-pyran-4-yl)-1H-imidazo[4,5-c]cinnolin CN1CN(C2=C1N=NC=1C=CC=CC21)C2CCOCC2